FC1=C(C=CC(=C1F)N1CCN(CC1)C)NC1=NC2=CC=CC=C2C=N1 2-((2,3-difluoro-4-(4-methylpiperazin-1-yl)phenyl)amino)quinazolin